OC=1C=C(C=C(C1O)O)CCCCCC=C 7-(3,4,5-trihydroxyphenyl)-1-heptene